OC1=CC=C(C(=O)NC2CCC(CC2)NC2=CC(=NC3=CC=C(C=C23)Cl)C(F)(F)F)C=C1 4-hydroxy-N-[(1s,4s)-4-{[6-chloro-2-(trifluoromethyl)quinolin-4-yl]amino}cyclohexyl]benzamide